1-(2-((4-fluorophenyl)ethynyl)phenyl)-3-phenylprop-2-yn-1-one FC1=CC=C(C=C1)C#CC1=C(C=CC=C1)C(C#CC1=CC=CC=C1)=O